O=C1N(CCCN1C=1SC=C(N1)C1=CC=CC=C1)[C@H]1CN(CC1)C#N (R)-3-(2-oxo-3-(4-phenylthiazol-2-yl)tetrahydropyrimidin-1(2H)-yl)pyrrolidine-1-carbonitrile